3-(1,5-dimethyl-1H-pyrazol-4-yl)-5-(4,4,5,5-tetramethyl-1,3,2-dioxaborolan-2-yl)pyridine CN1N=CC(=C1C)C=1C=NC=C(C1)B1OC(C(O1)(C)C)(C)C